zinc dipotassium [K].[K].[Zn]